7-((3-((dimethylamino)methyl)-4-morpholinophenyl)amino)-4-(1-methyl-1H-pyrrolo[2,3-b]pyridin-4-yl)-1,2-dihydro-3H-pyrrolo[3,4-c]pyridin-3-one CN(C)CC=1C=C(C=CC1N1CCOCC1)NC=1C2=C(C(=NC1)C1=C3C(=NC=C1)N(C=C3)C)C(NC2)=O